C1=C(C=CC=2OC3=C(C21)C=CC=C3)C=3C=C(C=CC3)N3C(N(C(C2=CC=CC=C32)=O)C=3C=NC=CC3)=O 1-(3-(dibenzo[b,d]furan-2-yl)phenyl)-3-(pyridin-3-yl)quinazolin-2,4(1H,3H)-dione